C(C)(=O)N1CC=2N(CC1)C(=NC2C=2C=CC=C1C=C(N=CC21)C=2C=CC(=NC2)C(=O)NCCCC2=CC(=CC=C2)C(N(C)C2C(NC(CC2)=O)=O)=O)CC 5-(8-(7-Acetyl-3-ethyl-5,6,7,8-tetrahydroimidazo[1,5-a]pyrazin-1-yl)isoquinolin-3-yl)-N-(3-(3-((2,6-dioxopiperidin-3-yl)(methyl)carbamoyl)phenyl)propyl)picolinamide